(1R)-4,6-dichloro-7-methoxy-6'-(trifluoromethyl)spiro[indane-1,3'-indoline]-2'-one ClC1=C2CC[C@]3(C(NC4=CC(=CC=C34)C(F)(F)F)=O)C2=C(C(=C1)Cl)OC